tert-butyl [(1R)-1-(5-oxo-4,5-dihydro-1,3,4-oxadiazol-2-yl)ethyl]carbamate O=C1NN=C(O1)[C@@H](C)NC(OC(C)(C)C)=O